C1(=CC=CC=C1)C1=C(C(=CC(=C1)C1=CC=CC=C1)C1=CC=CC=C1)S.[K] potassium 2,4,6-triphenylbenzenethiol